5-amino-N-((1R,4S)-7-bromo-1-methylisochroman-4-yl)-N-methyl-6,8-dihydro-1H-furo[3,4-d]pyrrolo[3,2-b]pyridine-2-carboxamide NC1=C2C(=C3C(=N1)C=C(N3)C(=O)N(C)[C@@H]3CO[C@@H](C1=CC(=CC=C31)Br)C)COC2